ClC=1N=C(C2=C(N1)CN(C2)C(CC2CN(C2)C2=CC(=NC=C2)C(F)(F)F)=O)C 1-(2-Chloro-4-methyl-5,7-dihydro-pyrrolo[3,4-d]pyrimidin-6-yl)-2-[1-(2-trifluoromethyl-pyridin-4-yl)-azetidin-3-yl]-ethanone